C1(CC1)S(=O)(=O)N1N=CC(=C1)C1=NC=CC(=N1)NC1=NC=C(C(=C1)N1CCC2(CC1)CCN(CC2)C)C#CC=2C=NN(C2)CC(F)F (1-(cyclopropylsulfonyl)-1H-pyrazol-4-yl)-N-(5-((1-(2,2-difluoroethyl)-1H-pyrazol-4-yl)ethynyl)-4-(9-methyl-3,9-diazaspiro[5.5]undec-3-yl)pyridin-2-yl)pyrimidin-4-amine